N,N-dimethyl-p-phenylene-diamine CN(C1=CC=C(C=C1)N)C